(S)-1-chloro-3-(2-chloro-4-(2-(4-((S)-2-hydroxy-3-morpholinopropoxy)phenyl)propan-2-yl)phenoxy)propan-2-ol ClC[C@H](COC1=C(C=C(C=C1)C(C)(C)C1=CC=C(C=C1)OC[C@H](CN1CCOCC1)O)Cl)O